methyl 5-((4-(4,4,5,5-tetramethyl-1,3,2-dioxaborolan-2-yl)phenyl)amino)pentanoate CC1(OB(OC1(C)C)C1=CC=C(C=C1)NCCCCC(=O)OC)C